CC1(C(C2=CC=C(C=C2C1)C1=COC(=C1)C)NC(O[C@@H]1CN2CCC1CC2)=O)C (S)-quinuclidin-3-yl (2,2-dimethyl-5-(5-methylfuran-3-yl)-2,3-dihydro-1H-inden-1-yl)carbamate